(S)-2-(methylamino)-3-(1H-pyrrolo[2,3-b]pyridin-3-yl)propanoic acid CN[C@H](C(=O)O)CC1=CNC2=NC=CC=C21